(S)-1-((2,3-dihydrobenzo[b][1,4]dioxin-2-yl)methyl)-4-o-tolylpiperazine O1C2=C(OC[C@@H]1CN1CCN(CC1)C1=C(C=CC=C1)C)C=CC=C2